BrC1=C(C(=C(C=C1)NC(C(=O)OC)C(C)O)[N+](=O)[O-])F methyl 2-((4-bromo-3-fluoro-2-nitrophenyl)amino)-3-hydroxybutanoate